FC(OC1=CC=CC2=CN([C@H]3C=4N(C(=C21)C3)C3=C(N4)C=CC(=C3)C#CCCC(C)(C)O)C([2H])([2H])[2H])F (7R,14R)-1-(difluoromethoxy)-11-(5-hydroxy-5-methylhex-1-yn-1-yl)-6-(methyl-d3)-6,7-dihydro-7,14-methanobenzo[f]benzo[4,5]imidazo[1,2-a][1,4]diazocin